Tungsten rhenium copper [Cu].[Re].[W]